hydroxy-2'-oxo-spiro[cyclohexane-1,3'-pyrrolo[3,2-b]pyridine] OC1=CC=C2C(=N1)C1(C(N2)=O)CCCCC1